The molecule is a trans,trans-2,3,4,5-tetradehydroacyl-CoA(4-) obtained by deprotonation of the phosphate and diphosphate OH groups of trans,trans-2,4-hexadienoyl-CoA; major species at pH 7.3. It is an acyl-CoA(4-) and a medium-chain fatty acyl-CoA(4-). It is a conjugate base of a trans,trans-2,4-hexadienoyl-CoA. C/C=C/C=C/C(=O)SCCNC(=O)CCNC(=O)[C@@H](C(C)(C)COP(=O)([O-])OP(=O)([O-])OC[C@@H]1[C@H]([C@H]([C@@H](O1)N2C=NC3=C(N=CN=C32)N)O)OP(=O)([O-])[O-])O